gold-copper salt [Cu].[Au]